OC1=NSC(=C1C1=COC=C1)C1=CC=NC=C1 3-hydroxy-4-(3-furyl)-5-(4-pyridyl)-isothiazole